OCC1CCC(CC1)C=1N=C2N(C=C(C(=C2)OC(C)C)C(=O)NC2=NC(=CC=C2)C(F)(F)F)C1 2-[4-(hydroxymethyl)cyclohexyl]-7-isopropoxy-N-[6-(trifluoromethyl)-2-pyridyl]imidazo[1,2-a]pyridine-6-carboxamide